C1(C=CCCCCCCCCCCCCC1)=O cyclohexadec-2-en-1-one